4-(4-Methoxy-3-nitrophenyl)thiazol-2-amine COC1=C(C=C(C=C1)C=1N=C(SC1)N)[N+](=O)[O-]